3,3'-[(4-benzyl-1,4,8-triazacycloundecane-1,8-diyl)bis(methylene)]bis(2-hydroxy-5-methylbenzamide) C(C1=CC=CC=C1)N1CCN(CCCN(CCC1)CC=1C(=C(C(=O)N)C=C(C1)C)O)CC=1C(=C(C(=O)N)C=C(C1)C)O